(2-methylcyclohexane-1,3-diyl)bis(methylene)dicyclohexane CC1C(CCCC1CC1CCCCC1)CC1CCCCC1